COC(C(=C(C1=CC=CC=C1)N)OC1=CC=C(C=C1)CC)=O methyl-3-amino-2-(4-ethylphenoxy)-3-phenylacrylate